N-(4-(4-cyanopyridin-3-yl)-2-(piperazin-1-yl)phenyl)-2-(2-fluoro-6-methoxyphenyl)pyrimidine-4-carboxamide C(#N)C1=C(C=NC=C1)C1=CC(=C(C=C1)NC(=O)C1=NC(=NC=C1)C1=C(C=CC=C1OC)F)N1CCNCC1